N-aminomethyl-gamma-aminopropyl-trimethoxysilane NCNCCC[Si](OC)(OC)OC